8-(4-((2-(2,6-dioxopiperidin-3-yl)-6-fluoro-1,3-dioxoisoindolin-5-yl)methyl)piperazine-1-yl)-9-ethyl-6,6-dimethyl-11-oxo-6,11-dihydro-5H-benzo[b]carbazole-3-carbonitrile O=C1NC(CCC1N1C(C2=CC(=C(C=C2C1=O)CN1CCN(CC1)C=1C(=CC2=C(C(C=3NC4=CC(=CC=C4C3C2=O)C#N)(C)C)C1)CC)F)=O)=O